NC1=C(C=C(C=C1C)C(C1=CC(=C(N)C(=C1)C)C)C1=CC=C(C=C1)C)C 4-[(4-amino-3,5-dimethylphenyl)(4-methylphenyl)methyl]-2,6-dimethylaniline